hydrazinocarbonylethyl-5-isopropyl-hydantoin N(N)C(=O)CCN1C(=O)NC(=O)C1C(C)C